(1S,2S)-1,2-di-1-naphthylethylenediamine C1(=CC=CC2=CC=CC=C12)[C@@H]([C@@H](N)C1=CC=CC2=CC=CC=C12)N